O=C1CC2SC(CN12)C(=O)O 7-oxo-4-thia-1-azabicyclo[3.2.0]heptane-3-carboxylic acid